NC1=C(C=C(C(=N1)N1C=C(C(C2=CC=C(C=C12)C=1C=C2CCN(C2=CC1)CC=1C(=NC(=NC1)N)N)=O)C(=O)O)F)F 1-(6-amino-3,5-difluoropyridin-2-yl)-7-(1-((2,4-diaminopyrimidin-5-yl)methyl)indolin-5-yl)-4-oxo-1,4-dihydroquinoline-3-carboxylic acid